C(CCC)C1N(S(C2=C(N(C1)C1=CC=CC=C1)C=C(C(=C2)O/C=C/P(OCC)(OCC)=O)SC)(=O)=O)C (E)-diethyl (2-((3-butyl-2-methyl-7-(methylthio)-1,1-dioxido-5-phenyl-2,3,4,5-tetrahydrobenzo[f][1,2,5]thiadiazepin-8-yl)oxy)vinyl)phosphonate